Tert-butyl (4S)-4-(cyclopropylmethylene)-2,2-dimethyl-oxazolidine-3-carboxylate C1(CC1)C=C1N(C(OC1)(C)C)C(=O)OC(C)(C)C